2-(3,4-Dichloro-phenyl)-N-(2,6-dimethyl-4-morpholin-4-yl-phenyl)-acetamide ClC=1C=C(C=CC1Cl)CC(=O)NC1=C(C=C(C=C1C)N1CCOCC1)C